normal-amyl acetate C(C)(=O)OCCCCC